2-Morpholinepropionic acid N1CC(OCC1)CCC(=O)O